FC(C)(C)C=1N(C=CN1)CC1=CC=C(C=C1)C=1N=C(SC1S(=O)(=O)NC(OCCCC)=O)CC(C)C butyl ((4-(4-((2-(2-fluoropropan-2-yl)-1H-imidazol-1-yl)methyl)phenyl)-2-isobutyl-thiazol-5-yl)sulfonyl)carbamate